3-[(R)-(5-Carbamimidoyl-6-fluoro-pyridin-3-yl)-hydroxy-(4-isopropyl-phenyl)-methyl]-3-methyl-azetidine-1-carboxylic acid tert-butyl ester C(C)(C)(C)OC(=O)N1CC(C1)(C)[C@@](C1=CC=C(C=C1)C(C)C)(O)C=1C=NC(=C(C1)C(N)=N)F